6-((3-(2,2-difluoroethyl)-4-(4-((4-(morpholinomethyl)phenyl)ethynyl)phenyl)-2-oxoimidazolidin-1-yl)methyl)-5-hydroxypyrimidin-4(3H)-one FC(CN1C(N(CC1C1=CC=C(C=C1)C#CC1=CC=C(C=C1)CN1CCOCC1)CC1=C(C(NC=N1)=O)O)=O)F